Tert-butyl (3S)-3-[[4-[6-cyano-1-(2-trimethylsilylethoxymethyl) indol-3-yl]-5-iodo-pyrimidin-2-yl]amino]piperidine-1-carboxylate C(#N)C1=CC=C2C(=CN(C2=C1)COCC[Si](C)(C)C)C1=NC(=NC=C1I)N[C@@H]1CN(CCC1)C(=O)OC(C)(C)C